O=C1NC(CCC1N1C(C2=CC=C(C(=C2C1=O)F)CNC(=O)C1=CC2=C(O1)C(C1=CC=CC=C1C2=O)=O)=O)=O N-((2-(2,6-dioxopiperidin-3-yl)-4-fluoro-1,3-dioxoisoindoline-5-yl)methyl)-4,9-Dioxo-4,9-dihydronaphtho[2,3-b]furan-2-carboxamide